ethyl 1-[3-[(Z)-1-acetyl-2-hydroxy-prop-1-enyl]pyrazolo[1,5-a]pyridin-5-yl]-3-(trifluoromethyl)pyrazole-4-carboxylate C(C)(=O)\C(=C(\C)/O)\C=1C=NN2C1C=C(C=C2)N2N=C(C(=C2)C(=O)OCC)C(F)(F)F